FC1=CC=2C=C3N(C2C=C1)CCCOC3 9-fluoro-4,5-dihydro-1H,3H-[1,4]oxazepino[4,3-a]indole